C(C)(C)(C)OC(=O)N1CC(C1)OC1=NC=CC=C1C=1C=NN2C1N=C(C=C2)N2CCN(CC2)C(=O)O[C@@H]2CNC(C2)=O [(3S)-5-Oxopyrrolidin-3-yl] 4-[3-[2-(1-tert-butoxycarbonylazetidin-3-yl)oxy-3-pyridyl]pyrazolo[1,5-a]pyrimidin-5-yl]piperazine-1-carboxylate